NC1=NC=NN2C1=CC=C2[C@H]2[C@@H]([C@@H]([C@@](O2)(C#N)COP(=O)(OC2=CC=CC=C2)NCC(=O)OC2CCCC2)O)O cyclopentyl 2-(((((2R,3S,4R,5S)-5-(4-aminopyrrolo[2,1-f][1,2,4]triazin-7-yl)-2-cyano-3,4-dihydroxytetrahydrofuran-2-yl)methoxy)(phenoxy)phosphoryl)amino)acetate